3-(2-chloro-4-methyl-phenyl)sulfonyl-4H-triazolo[1,5-a]quinazolin-5-one ClC1=C(C=CC(=C1)C)S(=O)(=O)C=1N=NN2C1NC(C1=CC=CC=C21)=O